tert-Butyl 2-((8-bromo-3,7-dimethyl-2,6-dioxo-2,3,6,7-tetrahydro-1H-purin-1-yl)methyl)-3,4-dimethyl-1H-indole-1-carboxylate BrC1=NC=2N(C(N(C(C2N1C)=O)CC=1N(C2=CC=CC(=C2C1C)C)C(=O)OC(C)(C)C)=O)C